Cl.N[C@H](C(=O)O)CC1=CC=C(C=C1)OC=1C2=C(N=C(N1)N)N(C=C2)CC2=C(C=C(C=C2)F)Br (S)-2-amino-3-(4-((2-amino-7-(2-bromo-4-fluorobenzyl)-7H-pyrrolo[2,3-d]pyrimidin-4-yl)oxy)phenyl)propionic acid hydrochloride